ClC=1C(=C(CN2[C@@H](C[C@@](CC2)(C(=O)O)CC2=NC(=C(C(=C2)C(CC)=O)C)NC2=NNC(=C2)C)C)C=CC1)F (2R,4R)-1-(3-chloro-2-fluorobenzyl)-2-methyl-4-((5-methyl-6-((5-methyl-1H-pyrazol-3-yl)amino)-4-propionylpyridin-2-yl)methyl)-piperidine-4-carboxylic acid